2,3-octane-diol CC(C(CCCCC)O)O